ClC=1C(=NC(=NC1)NC1CCC(CC1)C(=O)NC)C=1C=NN(C1)C=1NC(C=CC1)=O 4-((5-chloro-4-(1-(6-oxo-1,6-dihydropyridin-2-yl)-1H-pyrazol-4-yl)pyrimidin-2-yl)amino)-N-methylcyclohexane-1-carboxamide